2-[5-(4-carbamoylmethyl-piperazin-1-yl)-pyridin-2-ylamino]-7-cyclopentyl-7H-pyrrolo[2,3-d]pyrimidine-6-carboxylic acid C(N)(=O)CN1CCN(CC1)C=1C=CC(=NC1)NC=1N=CC2=C(N1)N(C(=C2)C(=O)O)C2CCCC2